4'-methyl-5'-oxo-2'-((6-(pyrrolidine-1-carboxamido)pyrimidin-4-yl)amino)-5',6'-dihydrospiro[cyclohexane-1,7'-pyrrolo[3,4-b]pyridine] 1'-oxide CC1=C2C(=[N+](C(=C1)NC1=NC=NC(=C1)NC(=O)N1CCCC1)[O-])C1(NC2=O)CCCCC1